C(C)(C)C=1C=CC=C2C(=C(NC12)C(=O)O)C1=CC=C(C=C1)S(=O)(=O)N1CCOCC1 7-isopropyl-3-(4-(morpholinosulfonyl)phenyl)-1H-indole-2-carboxylic acid